O[C@@H](CCC)C1=CC(=C(C=N1)C=1C=2N(C3=CC(=NC=C3C1)NC(=O)C1CC1)C=CN2)C N-(4-{6-[(1S)-1-hydroxybutyl]-4-methylpyridin-3-yl}imidazo[1,2-a]1,6-naphthyridin-8-yl)cyclopropanecarboxamide